4-Chloro-4'-(4-propylpiperazin-1-yl)[biphenyl] ClC1=CC=C(C=C1)C1=CC=C(C=C1)N1CCN(CC1)CCC